1-[4-(1H-indole-4-sulfonyl)phenyl]-3-(pyridin-3-ylmethyl)urea N1C=CC=2C(=CC=CC12)S(=O)(=O)C1=CC=C(C=C1)NC(=O)NCC=1C=NC=CC1